8-(1-(tert-butyl)-3-(4-chloro-3-fluorophenyl)-1H-pyrrolo[2,3-b]pyridine-6-carbonyl)-1-methyl-1,3,8-triazaspiro[4.5]decan-4-one C(C)(C)(C)N1C=C(C=2C1=NC(=CC2)C(=O)N2CCC1(C(NCN1C)=O)CC2)C2=CC(=C(C=C2)Cl)F